C1(=CC=C(C=C1)B1OC(C(O1)(C)C)(C)C)C 2-(4-tolyl)-4,4,5,5-tetramethyl-1,3,2-dioxaborolane